ClC=1C=C(C=CC1F)N(S(=O)(=O)C)CC1=NC=C(C=C1)C=1OC(=NN1)C(F)(F)F N-(3-chloro-4-fluorophenyl)-N-((5-(5-(trifluoromethyl)-1,3,4-oxadiazol-2-yl)pyridin-2-yl)methyl)methanesulfonamide